P(=O)(OCC(C#CC1=CC2=C(OC[C@@H](C(N2C)=O)NC(C2=NC=CC(=C2)OC2=CC=C(C=C2)F)=O)C=C1)(C)C)(O)O (S)-4-(3-(4-(4-fluorophenoxy)picolinamido)-5-methyl-4-oxo-2,3,4,5-tetrahydrobenzo[b][1,4]oxazepin-7-yl)-2,2-dimethylbut-3-yn-1-yl dihydrogen phosphate